(2-(2,6-dioxopiperidin-3-yl)-3-oxoisoindolin-5-yl)methyl(2,2-difluoro-2,3-dihydrobenzofuran-5-yl)carbamate O=C1NC(CCC1N1CC2=CC=C(C=C2C1=O)OC(N(C=1C=CC2=C(CC(O2)(F)F)C1)C)=O)=O